C(C)(C)(C)C1=CC(=NO1)NC(=O)NC1=CC=C(C=C1)C=1N=C2SC3=C(N2C1)C=CC(=C3)OCCN3CCOCC3 1-(5-(tert-butyl)isoxazol-3-yl)-3-(4-(7-(2-morpholinoethoxy)benzo[d]imidazo-[2,1-b]thiazol-2-yl)phenyl)urea